C(C1=CC=CC=C1)N1CC=2C=C(C=NC2C(C1)C)Cl 6-benzyl-3-chloro-8-methyl-5,6,7,8-tetrahydro-1,6-naphthyridine